N-{1-[1-(2,3-dihydro-1,4-benzodioxin-6-yl)-1H-tetrazol-5-yl]propyl}prop-2-yn-1-amine O1CCOC2=C1C=CC(=C2)N2N=NN=C2C(CC)NCC#C